2-(aminomethyl)-1-cyclopentylamine NCC1C(CCC1)N